tert-butyl N-[(1S)-2-amino-1-[[(2S)-4-methyl-3-oxo-1,4-benzoxazin-2-yl] methyl]-2-oxo-ethyl]carbamate NC([C@H](C[C@@H]1OC2=C(N(C1=O)C)C=CC=C2)NC(OC(C)(C)C)=O)=O